Benzopyrrolone N=1C(C=C2C1C=CC=C2)=O